C(C)(C)(C)OC(=O)N1CCC(CC1)N(C)C(=O)Cl 4-[chlorocarbonyl-(methyl)amino]piperidine-1-carboxylic acid tert-butyl ester